4-(3,5-dichlorophenyl)dibenzo[b,d]furan ClC=1C=C(C=C(C1)Cl)C1=CC=CC2=C1OC1=C2C=CC=C1